NC(CCN(C(CF)=O)NC(=O)[C@H](CC(C)C)NC(=O)C=1NC2=CC=CC=C2C1)=O N-[(1S)-1-[[(3-amino-3-oxo-propyl)-(2-fluoroacetyl)amino]carbamoyl]-3-methyl-butyl]-1H-indole-2-carboxamide